CO[C@H]([C@H](C(=O)N[C@H](C(=O)OC)CC1=CSC=C1)C)[C@H]1NCCC1 Methyl (S)-2-((2R,3R)-3-methoxy-2-methyl-3-((S)-pyrrolidin-2-yl)propanamido)-3-(thiophen-3-yl)propanoate